C1(=CC=CC=C1)NC1C(C(CC1)(F)F)C1=CC=C(C=C1)OC 3-(N-phenylamino)-2-(4-methoxyphenyl)-1,1-difluorocyclopentane